(S)-2-amino-4-((cyclobutylmethyl)(2-(3-methoxybenzamido)benzyl)amino)butanoic acid N[C@H](C(=O)O)CCN(CC1=C(C=CC=C1)NC(C1=CC(=CC=C1)OC)=O)CC1CCC1